NC(C)C1CN(C1)C(=O)OC(C)(C)C tert-butyl 3-(1-aminoethyl)azetidine-1-carboxylate